benzyl 4-[8-(3-methoxyphenyl)-2-methylsulfinyl-7-oxo-pyrido[2,3-d]pyrimidin-6-yl]-8-methyl-2,3-dihydroquinoxaline-1-carboxylate COC=1C=C(C=CC1)N1C(C(=CC2=C1N=C(N=C2)S(=O)C)N2CCN(C1=C(C=CC=C21)C)C(=O)OCC2=CC=CC=C2)=O